pyrimidinediamine Bis-Nitric Acid Salt [N+](=O)(O)[O-].[N+](=O)(O)[O-].N1=C(N=C(C=C1)N)N